tert-Butyl 6-((2R,3R)-3-(methoxymethyl)-2-methylmorpholino)-quinoline-4-carboxylate COC[C@@H]1[C@H](OCCN1C=1C=C2C(=CC=NC2=CC1)C(=O)OC(C)(C)C)C